ClC1=NC=C(C=N1)N1CC2=CC=C(C=C2C=C1)OCC1OC(CC1)(C)C N-(2-chloropyrimidin-5-yl)-6-((5,5-dimethyltetrahydrofuran-2-yl)methoxy)isoquinolin